bisdiethylaminobenzophenone C(C)N(CC)C=1C(=C(C(=O)C2=CC=CC=C2)C=CC1)N(CC)CC